N-(2-((Methylamino)methyl)benzyl)-N-(2-oxo-2-((2'-oxo-1,1',2',3-tetrahydrospiro[indene-2,3'-pyrrolo[2,3-b]pyridin]-5-yl)amino)ethyl)-3,9-diazaspiro[5.5]undecane-3-carboxamide CNCC1=C(CN(C(=O)N2CCC3(CC2)CCNCC3)CC(NC=3C=C2CC4(C(NC5=NC=CC=C54)=O)CC2=CC3)=O)C=CC=C1